C(C1=CC=CC=C1)C=1C(=C(C=CC1)C1=CC=CC=C1)OC benzylmethoxybiphenyl